N-(4-chloro-3-cyano-1H-indol-7-yl)-1-(2,2-difluoroethyl)pyrazole-4-sulfonamide ClC1=C2C(=CNC2=C(C=C1)NS(=O)(=O)C=1C=NN(C1)CC(F)F)C#N